isopropyl (S)-2-((4-(2-(5-chloropyridin-2-yl)-2-methylbenzo[d][1,3]dioxol-4-yl)piperidin-1-yl)methyl)-4-isopropoxy-1-methyl-1H-benzo[d]imidazole-6-carboxylate ClC=1C=CC(=NC1)[C@@]1(OC2=C(O1)C=CC=C2C2CCN(CC2)CC2=NC1=C(N2C)C=C(C=C1OC(C)C)C(=O)OC(C)C)C